N,N'-bis[2-hydroxybenzoyl]ethylenediamine OC1=C(C(=O)NCCNC(C2=C(C=CC=C2)O)=O)C=CC=C1